S(=O)(=O)(O)O.CN1[C@H]2[C@@H]3C=C[C@@H]([C@H]4[C@@]3(C=3C(=C(C=CC3C2)O)O4)CC1)O 17-methyl-4,5alpha-epoxy-7,8-didehydromorphinan-3,6alpha-diol sulfate